CN1N=CC2=CC=C(C=C12)C=1C2=C(NN1)C1=C(C2)SC(=C1)C=1C=C(C=CC1)C(=O)N1CCOCC1 (3-(3-(1-methyl-1H-indazol-6-yl)-1,4-dihydro-thieno[2',3':4,5]cyclopenta[1,2-c]pyrazol-6-yl)phenyl)(morpholino)methanone